5-isobutyl-3-(4-(1-(2-methyl-1H-Imidazol-1-yl)ethyl)phenyl)thiophene-2-sulfonamide C(C(C)C)C1=CC(=C(S1)S(=O)(=O)N)C1=CC=C(C=C1)C(C)N1C(=NC=C1)C